[5-[[1-[2-(aminomethyl)-3,3-difluoro-allyl]-5-oxo-1,2,4-triazol-4-yl]methyl]-2-thienyl]-4-methyl-1,4-benzoxazin-3-one trifluoroacetate salt FC(C(=O)O)(F)F.NCC(CN1N=CN(C1=O)CC1=CC=C(S1)C1OC2=C(N(C1=O)C)C=CC=C2)=C(F)F